FC1=CC=C(C=C1)C=CC=1C=C2C(=CC=NC2=CC1)C(=O)NCC(=O)N1C(CC(C1)(F)F)C#N 6-(4-fluorophenylethenyl)-N-(2-(2-cyano-4,4-difluoropyrrolidin-1-yl)-2-oxoethyl)quinoline-4-carboxamide